4-(2-azidoprop-2-yl)-6-chloro-1-methoxy-2,7-naphthyridine N(=[N+]=[N-])C(C)(C)C1=CN=C(C2=CN=C(C=C12)Cl)OC